1-[(1S)-1-Isocyanatoethyl]-4-(2-methylpropyl)benzene N(=C=O)[C@@H](C)C1=CC=C(C=C1)CC(C)C